[Ru](Cl)Cl.CC(=CCP(C1CCCC1)(C1CCCC1)C1CCCC1)CP(C1CCCC1)(C1CCCC1)C1CCCC1 (3-methyl-2-butenylene)bis(tricyclopentylphosphine) ruthenium (II) dichloride